2-methyl-1H-benzotriazol CN1NC2=C(N1)C=CC=C2